ClC=1C=C2C=CC(=NC2=CC1)C1=CC=C(C=C1)S(=O)(=O)N 4-(6-chloroquinoline-2-yl)benzenesulfonamide